tert-Butyl (S)-2-methyl-4,6-dioxopiperidine-1-carboxylate C[C@@H]1N(C(CC(C1)=O)=O)C(=O)OC(C)(C)C